(S)-((3-(3-fluoro-4-(2-oxo-2-thia-6-azaspiro[3.3]hept-6-yl)phenyl)-2-oxooxazolidin-5-yl)methyl)carbamic acid methyl ester COC(NC[C@H]1CN(C(O1)=O)C1=CC(=C(C=C1)N1CC2(CS(C2)=O)C1)F)=O